C(C)N(C\C=C/C1=C(C=CC(=C1)F)S(=O)(=O)NC1=CC=C2[C@H]3[C@@H](COC2=C1C(=O)O)C3)CC (1aS,7bR)-5-[2-((Z)-3-diethylaminoprop-1-enyl)-4-fluorobenzenesulfonylamino]-1,1a,2,7b-tetrahydrocyclopropa[c]chromene-4-carboxylic acid